(R)-5-(4-cyclopropyl-1H-imidazol-1-yl)-2-fluoro-N-(6-(5-isopropyl-6,7-dihydro-5H-pyrrolo[2,1-c][1,2,4]triazol-3-yl)pyridin-2-yl)-4-methylbenzamide C1(CC1)C=1N=CN(C1)C=1C(=CC(=C(C(=O)NC2=NC(=CC=C2)C=2N3C(=NN2)CC[C@@H]3C(C)C)C1)F)C